C(#N)C1=C(C=C(C=C1)F)C(C(=O)OCC)(F)F ethyl 2-(2-cyano-5-fluorophenyl)-2,2-difluoroacetate